C([O-])([O-])=O.[K+].[N+](=O)([O-])C=1C=C(C=C(C1)C(F)(F)F)O.[K+] 3-nitro-5-(trifluoromethyl)phenol potassium carbonate